FC=1C=C2C(NC3(C(NCC3)=O)C2=CC1)=O 5-fluorospiro[isoindoline-1,3'-pyrrolidine]-2',3-dione